2'-methyl-4'H-spiro[cyclopropan-1,3'-pyrazino[1,2-b]indazole]-1'-one CN1C(C=2N(N=C3C=CC=CC23)CC12CC2)=O